Methyl (S)-4-hydroxy-4'-(3-(1-((1-methyl-1H-imidazol-2-yl)methyl)pyrrolidin-3-yl)-2-oxo-2,3-dihydro-1H-imidazo[4,5-b]pyridin-1-yl)-[1,1'-biphenyl]-3-carboxylate OC1=C(C=C(C=C1)C1=CC=C(C=C1)N1C(N(C2=NC=CC=C21)[C@@H]2CN(CC2)CC=2N(C=CN2)C)=O)C(=O)OC